C(C)(C)(C)C=1C=C(C=C(C1O)C(C)(C)C)CCC(=O)NNC(CCC1=CC(=C(C(=C1)C(C)(C)C)O)C(C)(C)C)=O 1,2-bis[β-(3,5-di-t-butyl-4-hydroxyphenyl)propionyl]hydrazine